ClC=1N=NC(=CC1C1(CCCC1)O)Cl 1-(3,6-dichloropyridazin-4-yl)cyclopentan-1-ol